S(=O)(=O)(O)C(C(=O)OC(CCCCC)CCCC)CC(=O)OC(CCCCC)CCCC di(butylhexyl) sulfosuccinate